1-(14-((2-(2,6-dioxopiperidin-3-yl)-1,3-dioxoisoindolin-4-yl)amino)-2-oxo-6,9,12-trioxa-3-aza-tetradecyl)piperidine-4-carboxamide O=C1NC(CCC1N1C(C2=CC=CC(=C2C1=O)NCCOCCOCCOCCNC(CN1CCC(CC1)C(=O)N)=O)=O)=O